4-chloro-5,7-dihydro-6H-pyrrolo[2,3-D]Pyrimidin-6-one ClC=1C2=C(N=CN1)NC(C2)=O